N1=C(C=CC=C1)C1CNC(C(O1)([2H])[2H])([2H])[2H] 2-(Pyridin-2-yl)morpholine-5,5,6,6-d4